ClCC(=O)C1=CC=CC=C1 ω-chloroacetophenone